2-(4-(8-(3-acrylamidophenyl)quinazolin-6-yl)benzamido)isonicotinamide C(C=C)(=O)NC=1C=C(C=CC1)C=1C=C(C=C2C=NC=NC12)C1=CC=C(C(=O)NC=2C=C(C(=O)N)C=CN2)C=C1